3-methylpyrrolidine-3-carboxylic acid CC1(CNCC1)C(=O)O